[Si](C)(C)(C(C)(C)C)OC1=CC=C(C=C1)O 4-(t-butyldimethylsilyloxy)phenol